dilaurylphenyldithiophosphite C(CCCCCCCCCCC)C=1C(=C(C=CC1)P([S-])([S-])[O-])CCCCCCCCCCCC